CC=1C(=C(CC2=C(C#N)C=CC=C2)C=C(C1)C)OCCCN1CCOCC1 (3,5-dimethyl-2-(3-morpholinopropoxy)benzyl)benzonitrile